FC1=CC=C(C=C1)N([C@H]1[C@H](CNCC1)OC)C (3s,4r)-N-(4-fluorophenyl)-3-methoxy-N-methyl-piperidin-4-amine